CN(C1=CC=C(C(=O)NC2=C(C=CC=C2)OCC)C=C1)C 4-(dimethylamino)-N-(2-ethoxyphenyl)benzamide